[6-amino-5-(trifluoromethoxy)pyridin-3-yl]boronic acid NC1=C(C=C(C=N1)B(O)O)OC(F)(F)F